OCC1N(CC1)C1=C(C(N(N=C1)CC1=CC=C(C=C1)OC)=O)C(F)(F)F 5-(2-(hydroxymethyl)azetidin-1-yl)-2-(4-methoxybenzyl)-4-(trifluoromethyl)pyridazin-3(2H)-one